C(C)OC(=O)C1=CC2=C(N=CS2)C=C1 benzo[d]thiazole-6-carboxylic acid ethyl ester